(1R,2R,3aS,10aR)-1-{(1E,3ξ)-3-[1-(2,4-difluorophenyl)cyclobutyl]-3-hydroxy-1-propen-1-yl}-2-hydroxy-5-methyl-2,3,3a,9,10,10a-hexahydro-1H-benzo[b]cyclopenta[f]oxepin-6-carboxylic acid FC1=C(C=CC(=C1)F)C1(CCC1)C(/C=C/[C@H]1[C@@H](C[C@H]2[C@@H]1CCC1=C(O2)C(=C(C=C1)C(=O)O)C)O)O